(S)-4-Fluoro-α-methylbenzylamine FC1=CC=C([C@H](C)N)C=C1